NC1=NOC2=C1C(=C(C=C2)C)C2=C(C=C1C(=NC(=NC1=C2F)NCCC2=NC=CC=N2)N2C[C@H](N(C[C@@H]2C)C(C=C)=O)C)Cl 1-((2R,5S)-4-(7-(3-amino-5-methylbenzo[d]isoxazol-4-yl)-6-chloro-8-fluoro-2-(2-(pyrimidin-2-yl)ethylamino)quinazolin-4-yl)-2,5-dimethylpiperazin-1-yl)prop-2-en-1-one